ClC1=C(NC=2NSC=3C2C=CC(C3)=N[C@@H](CO)C(=O)O)C=CC=C1C1=CC3=C(OCCO3)C=C1 N-(3-(2-chloro-3-(1,4-benzodioxan-6-yl)anilino)benzisothiazol-6-ylidene)-L-serine